CC1(C(N(CCC1)CC1=CC=C(C=C1)C1=NOC(=N1)C(F)(F)F)=O)C 3,3-dimethyl-1-[[4-[5-(trifluoro-methyl)-1,2,4-oxadiazol-3-yl]phenyl]methyl]piperidin-2-one